C(C)S(=O)(=O)N1CC(C1)(N1N=CC(=C1)C=1C2=C(N=CN1)N(C=C2)C(C(C)C2=CC(=CC=C2)OC2=CC=CC=C2)=O)CC#N 2-(1-(ethylsulfonyl)-3-(4-(7-(2-(3-phenoxyphenyl)propanoyl)-7H-pyrrolo[2,3-d]pyrimidin-4-yl)-1H-pyrazol-1-yl)azetidin-3-yl)acetonitrile